Cl.Cl.CC1([C@H]2C(C=C([C@@H]1C2)/C=C/C=2C=C(C(=C(C2)C(C(=O)O)(C(C)C)N)C(C(=O)O)(C(C)C)N)OC)=O)C 5-((E)-2-((1r,5s)-6,6-dimethyl-4-oxobicyclo[3.1.1]hept-2-en-2-yl) vinyl)-3-methoxy-1,2-phenylenebis(2-amino-3-methylbutanoate) dihydrochloride